NCC(=O)N[C@@H]1[C@H](C[C@@](C(O)=O)(O)O[C@H]1[C@H](O)[C@H](O)CO)O N-glycyl-α-neuraminic acid